2,4-diphenyl-6-(4,4,5,5-tetramethyl-1,3,2-dioxaborolan-2-yl)-pyrimidine C1(=CC=CC=C1)C1=NC(=CC(=N1)C1=CC=CC=C1)B1OC(C(O1)(C)C)(C)C